CN(C(=O)N1CC2CCC(C1)C2CC2=CC=C(C=C2)NC(OCC2=CN=CO2)=O)C oxazol-5-ylmethyl (4-((3-(dimethylcarbamoyl)-3-azabicyclo[3.2.1]octan-8-yl)methyl)phenyl)carbamate